CC=1C(=NC=C(C1)C)N1C[C@H](N(CC1)C(=O)C1=CC=C(C=C1)[C@@]1(C(NC(N1)=O)=O)C(C)C)C (R)-5-{4-[(R)-4-(3,5-dimethylpyridin-2-yl)-2-methylpiperazine-1-carbonyl]phenyl}-5-isopropylimidazolidine-2,4-dione